(R)-5-chloro-N-(1-(2,4-dichlorophenyl)ethyl)-2-(3-(methylamino)azetidin-1-yl)pyrimidin-4-amine ClC=1C(=NC(=NC1)N1CC(C1)NC)N[C@H](C)C1=C(C=C(C=C1)Cl)Cl